2-(4-iodo-1H-pyrazol-1-yl)-2-methyl-N-(2-(thiazol-2-yl)-4-(trifluoromethyl)phenyl)propanamide IC=1C=NN(C1)C(C(=O)NC1=C(C=C(C=C1)C(F)(F)F)C=1SC=CN1)(C)C